CC(COC)(COC)COC 2-methyl-2-methoxymethyl-1,3-dimethoxypropane